COC1=CC=C(C(C2=CC=C(C=C2)OC)(C2=CC=CC=C2)[C@@]2(C[C@H](O)[C@@H](CO)O2)N2C(=O)N=C(NC(C3=CC=CC=C3)=O)C(=C2)C)C=C1 (4,4'-dimethoxytrityl)-N4-benzoyl-2'-deoxy-5-methylcytidine